C1OCC12CCN(CC2)C2=CC=CC(=N2)C2=NC1=CC(=NC=C1C=C2)CNC(C2=CC(=CC(=C2)S(=O)(=O)C)F)=O N-((2-(6-(2-oxa-7-azaspiro[3.5]nonan-7-yl)pyridin-2-yl)-1,6-naphthyridin-7-yl)methyl)-3-fluoro-5-(methylsulfonyl)benzamide